N-(3-phenyl-5-propionyl-2,3,4,5-tetrahydro-1,5-benzoxazepine-8-Yl)-N'-[(pyridin-4-yl)methyl]urea C1(=CC=CC=C1)C1COC2=C(N(C1)C(CC)=O)C=CC(=C2)NC(=O)NCC2=CC=NC=C2